C(C1=CC=CC=C1)N1C(C(=CC(=C1)Br)C(=O)NC)=O 1-benzyl-5-bromo-N-methyl-2-oxo-1,2-dihydropyridine-3-carboxamide